FC(C=1C=C(C=CC1)S(=O)(=O)Cl)(F)F 3-(trifluoromethyl)benzene-sulfonyl chloride